O1C(C1)CO[Si](C(C)C)(C(C)C)C(C)C oxiran-2-ylmethoxy-tris(propan-2-yl)silane